(S)-1-(diphenylcarbamoyl)-4-((thiophene-2-ylmethoxy)carbonyl)piperazine-2-carboxylic acid C1(=CC=CC=C1)N(C(=O)N1[C@@H](CN(CC1)C(=O)OCC=1SC=CC1)C(=O)O)C1=CC=CC=C1